2-[(1-methylsulfonyl-4-piperidyl)amino]pyrimidine-5-carbonitrile CS(=O)(=O)N1CCC(CC1)NC1=NC=C(C=N1)C#N